4-methoxy-2-methyl-6-(4-(((3s,5r)-3-methyl-5-(4-methyl-1-oxo-1,3-dihydroisobenzofuran-5-yl)piperazin-1-yl)methyl)-1H-1,2,3-triazol-1-yl)pyridine-3-carbonitrile COC1=C(C(=NC(=C1)N1N=NC(=C1)CN1C[C@@H](N[C@@H](C1)C=1C(=C2COC(C2=CC1)=O)C)C)C)C#N